tert-butyl (4-(1-(((R)-tert-butylsulfinyl)amino)propyl)pyridin-2-yl)carbamate C(C)(C)(C)[S@@](=O)NC(CC)C1=CC(=NC=C1)NC(OC(C)(C)C)=O